3-(bromomethyl)-2-chloro-4-methylpyridine BrCC=1C(=NC=CC1C)Cl